N1CCC(CC1)C(=O)N Piperidine-4-carboxamide